1-(4-(3-Chloro-2-methylphenyl)piperazin-1-yl)-2-(5-fluoro-3-(4-(2-hydroxyethoxy)piperidin-1-carbonyl)-4,5,6,7-tetrahydro-1H-indazol-1-yl)ethan-1-on ClC=1C(=C(C=CC1)N1CCN(CC1)C(CN1N=C(C=2CC(CCC12)F)C(=O)N1CCC(CC1)OCCO)=O)C